2-(2-(tert-Butoxy)-2-oxoethyl)propane-1,3-diyl distearate C(CCCCCCCCCCCCCCCCC)(=O)OCC(COC(CCCCCCCCCCCCCCCCC)=O)CC(=O)OC(C)(C)C